Cl.OC1[C@]2(CC[C@@H](C1)C2(C)C)CS(=O)(=O)N2CCC(CC2)(O)C2=CC(=CC=C2)OC ((((1R,4S)-2-hydroxy-7,7-dimethylbicyclo[2.2.1]hept-1-yl)methyl)sulfonyl)-4-(3-methoxyphenyl)piperidin-4-ol hydrochloride